[4-[2-[(6S)-7-oxa-4-azaspiro[2.5]octan-6-yl]-3H-imidazo[4,5-b]pyridin-7-yl]-1-piperidyl]-[4-(trifluoromethoxy)phenyl]methanone C1CC12NC[C@H](OC2)C2=NC=1C(=NC=CC1C1CCN(CC1)C(=O)C1=CC=C(C=C1)OC(F)(F)F)N2